C(#N)OC#N.[Hg] mercury cyanooxide